ethyl 2-(4-(7-chloro-1-methyl-2,3-dioxo-2,3-dihydropyrido[2,3-b]pyrazin-4(1H)-yl)piperidin-1-yl)-4-(trifluoromethyl)pyrimidine-5-carboxylate ClC1=CC2=C(N(C(C(N2C)=O)=O)C2CCN(CC2)C2=NC=C(C(=N2)C(F)(F)F)C(=O)OCC)N=C1